4-(Acetylthio)piperidine-1-carboxylic acid tert-butyl ester C(C)(C)(C)OC(=O)N1CCC(CC1)SC(C)=O